4-{[6-(5-chloro-2-fluorophenyl)-3-methylpyridazin-4-yl]amino}-N-methyl-N-[2-(4-methylpiperazin-1-yl)ethyl]-1-{[2-(trimethylsilyl)ethoxy]methyl}-1H-pyrrolo[2,3-b]pyridine-2-carboxamide ClC=1C=CC(=C(C1)C1=CC(=C(N=N1)C)NC1=C2C(=NC=C1)N(C(=C2)C(=O)N(CCN2CCN(CC2)C)C)COCC[Si](C)(C)C)F